BrC=1C=C(C=CC1)[C@@H]1N(C[C@H](C(C1)=O)C)C(=O)OC(C)(C)C |r| tert-butyl Rac-(2R,5R)-2-(3-bromophenyl)-5-methyl-4-oxo-piperidine-1-carboxylate